5-(4-Cyclopropylphenyl)-N-(1-ethyl-3-nitro-6-oxo-5-(trifluoromethyl)-1,6-dihydropyridin-2-yl)-3-(ethylsulfanyl)pyridinecarboxamide C1(CC1)C1=CC=C(C=C1)C=1C=C(C(=NC1)C(=O)NC=1N(C(C(=CC1[N+](=O)[O-])C(F)(F)F)=O)CC)SCC